(2S,4R)-1-{2-[4-(azetidin-1-yl)-2H-1,2,3-triazol-2-yl]acetyl}-4-fluoro-N-[(S)-phenyl[5-(propan-2-yl)pyridin-2-yl]methyl]pyrrolidine-2-carboxamide N1(CCC1)C1=NN(N=C1)CC(=O)N1[C@@H](C[C@H](C1)F)C(=O)N[C@H](C1=NC=C(C=C1)C(C)C)C1=CC=CC=C1